4-(2-(3-((4-cyano-2-fluorobenzyl)oxy)piperidin-1-yl)ethyl)benzoic acid C(#N)C1=CC(=C(COC2CN(CCC2)CCC2=CC=C(C(=O)O)C=C2)C=C1)F